OC1=NC=CC(=C1)C hydroxy-4-methyl-pyridine